CC1([C@@H](N[C@H](S1)C2C(=O)NC(C(=O)N2)C3=CC=C(C=C3)O)C(=O)O)C The molecule is a member of the class of 2,5-diketopiperazines obtained via autoaminolysis of amoxicillin. It has a role as an allergen. It is a thiazolidinemonocarboxylic acid and a member of 2,5-diketopiperazines. It derives from an amoxicillin.